C(CCCCCCC=1C=C(C#N)C=CC1)C=1C=C(C#N)C=CC1 3,3'-(heptane-1,7-diyl)dibenzonitrile